(1S,3R)-3-acetamido-N-(5-chloro-4-(5-cyano-2,2-dimethyl-2,3-dihydro-1H-pyrrolizin-7-yl)pyridin-2-yl)cyclohexane-1-carboxamide C(C)(=O)N[C@H]1C[C@H](CCC1)C(=O)NC1=NC=C(C(=C1)C=1C=C(N2CC(CC12)(C)C)C#N)Cl